[3-[5-(2-hydroxyethyl)pyrazol-1-yl]-7-oxo-1,6-diazabicyclo[3.2.1]oct-3-en-6-yl]-sulfat OCCC1=CC=NN1C=1CN2C(N(C(C1)C2)OS(=O)(=O)[O-])=O